4-(1-hydroxyethyl)-N-methylbenzene-1-sulfonamide OC(C)C1=CC=C(C=C1)S(=O)(=O)NC